4-{6-[9-(2-hydroxyacetyl)-3,9-diazaspiro[5.5]undecan-3-yl]pyridin-3-yl}-6-methyl-1H-pyrrolo[2,3-c]pyridin-7(6H)-one OCC(=O)N1CCC2(CCN(CC2)C2=CC=C(C=N2)C=2C3=C(C(N(C2)C)=O)NC=C3)CC1